5-bromo-1-methyl-3-(5-(1-methylazetidin-3-yl)pyridin-2-ylamino)pyridin-2(1H)-one BrC=1C=C(C(N(C1)C)=O)NC1=NC=C(C=C1)C1CN(C1)C